7-Chloro-2-(2-(piperidin-1-yl)ethyl)isoquinolin-1(2H)-one ClC1=CC=C2C=CN(C(C2=C1)=O)CCN1CCCCC1